C(C)OCC=1C=C2C(=C(NC2=C(C1)NC1CCOCC1)C1=CC=CC=C1)/C=C/C(=O)C1=CC=CC=C1 (E)-3-(5-(ethoxymethyl)-2-phenyl-7-((tetrahydro-2H-pyran-4-yl)amino)-1H-indol-3-yl)-1-phenylprop-2-en-1-one